tert-butyl (2R,6S)-2-tert-butyl-6-(hydroxymethyl)morpholine-4-carboxylate C(C)(C)(C)[C@@H]1CN(C[C@H](O1)CO)C(=O)OC(C)(C)C